(5H)-thiophene S1CC=CC1